bismuth iodoselenite [Se](=O)([O-])I.[Bi+3].[Se](=O)([O-])I.[Se](=O)([O-])I